2-toluenesulfonyl-3,4-dihydroisoquinolin-1(2H)-one C(C1=CC=CC=C1)S(=O)(=O)N1C(C2=CC=CC=C2CC1)=O